trimethylolpropane monolinoleate CCCCC/C=C/C/C=C/CCCCCCCC(=O)OCC(CC)(CO)CO